8-(2-phenoxyethyl)-6,6a,7,8,9,10-hexahydropyrazino[1,2-a]thieno[4,3,2-de]quinoline O(C1=CC=CC=C1)CCN1CC2N(C=3C=CC=C4C3C(C2)=CS4)CC1